FC(C(=O)OCCCCCC(C)C)(F)F isooctyl trifluoroacetate